FC=1C=C(C=CC1)NC(=O)NC1=CC(=CC=C1)C(=O)C=1C=C2N=C(C=NC2=CC1)OC 1-(3-fluorophenyl)-3-(3-(3-methoxyquinoxaline-6-carbonyl)phenyl)urea